N(=[N+]=[N-])CCC[SiH3] 3-azidopropylsilane